(2S)-1-(tert-butoxycarbonyl)piperidine-2-carboxylic acid C(C)(C)(C)OC(=O)N1[C@@H](CCCC1)C(=O)O